NC1=NC=C(C2=C1C(=C(S2)C2=CC=C(C=C2)NC(C(=C)C)=O)C2=CC(=C(C=C2)OC2=NC=CC(=N2)C)F)C=2C=NN(C2)CC N-(4-(4-amino-7-(1-ethyl-1H-pyrazol-4-yl)-3-(3-fluoro-4-((4-methylpyrimidin-2-yl)oxy)phenyl)thieno[3,2-c]pyridin-2-yl)phenyl)methacrylamide